CC1=NC(=NC(=C1)C1=CC=C(C=C1)C(F)(F)F)C1=NC2(CC1)C(NCC2)=O 2-(4-methyl-6-(4-(trifluoromethyl)phenyl)pyrimidin-2-yl)-1,7-diazaspiro[4.4]non-1-en-6-one